4-[2-chloro-6-[methyl-[2-(methylamino)ethyl]amino]pyridin-4-yl]-3-(4-methyl-1,2,4-triazol-3-yl)benzonitrile ClC1=NC(=CC(=C1)C1=C(C=C(C#N)C=C1)C1=NN=CN1C)N(CCNC)C